(1S,3R)-N-[8-amino-7-fluoro-6-(4-methylpyridin-3-yl)isoquinolin-3-yl]-2-(1H-imidazol-4-yl)-3-(1-methyl-1H-pyrazol-4-yl)cyclopropane-1-carboxamide NC=1C(=C(C=C2C=C(N=CC12)NC(=O)[C@@H]1C([C@H]1C=1C=NN(C1)C)C=1N=CNC1)C=1C=NC=CC1C)F